C1(=CC=C(C=C1)C1=CC(=NC2=CC=C(C=C12)CN(C(OC(C)(C)C)=O)C1CCOCC1)C)C1=CC=CC=C1 tert-butyl ((4-([1,1'-biphenyl]-4-yl)-2-methylquinolin-6-yl)methyl)(tetrahydro-2H-pyran-4-yl)carbamate